4,7-dihydro-1,2-oxazepin O1N=CCC=CC1